2-[4-[4-(aminomethyl)-1-oxo-2H-phthalazin-6-yl]-2-methyl-pyrazol-3-yl]-4-cyclopropyl-6-methyl-benzonitrile NCC1=NNC(C2=CC=C(C=C12)C1=C(N(N=C1)C)C1=C(C#N)C(=CC(=C1)C1CC1)C)=O